CN1N=C(C2=CC=CC(=C12)N1CCN(CC1)[C@H](C)CCCC1CCC(CC1)OC1=C(C(=CC=C1)B1OC(C(O1)(C)C)(C)C)C)C1C(NC(CC1)=O)=O 3-(1-methyl-7-(4-((R)-5-((1r,4s)-4-(2-methyl-3-(4,4,5,5-tetramethyl-1,3,2-dioxaborolan-2-yl)phenoxy)cyclohexyl)pentan-2-yl)piperazin-1-yl)-1H-indazol-3-yl)piperidine-2,6-dione